C(C)OC(=O)[C@@H]1[C@@H]2CC[C@H](C(N1)=O)N2 (1S,2S,5R)-4-oxo-3,8-diazabicyclo[3.2.1]octane-2-carboxylic acid ethyl ester